5-bromopentyl (8-methylnonyl) carbonate C(OCCCCCBr)(OCCCCCCCC(C)C)=O